(S)-2-fluoro-4-(((6-fluoro-8-methyl-4-oxochroman-7-yl)oxy)(pyridin-4-yl)methyl)benzamide FC1=C(C(=O)N)C=CC(=C1)[C@H](C1=CC=NC=C1)OC1=C(C=C2C(CCOC2=C1C)=O)F